4-[6-imino-3-(3-furyl)-5-(4-methoxyphenyl)pyridazin-1-yl]butanoic acid N=C1C(=CC(=NN1CCCC(=O)O)C1=COC=C1)C1=CC=C(C=C1)OC